Trans-4-(phenyldiazenyl)aniline C1(=CC=CC=C1)N=NC1=CC=C(N)C=C1